2-Chloro-8-methyl-6-(2-(3-methylbenzylidene)hydrazinyl)-9-(pyridin-2-yl)-9H-purine ClC1=NC(=C2N=C(N(C2=N1)C1=NC=CC=C1)C)NN=CC1=CC(=CC=C1)C